tert-butyl 2-(4-(2-methoxyphenyl)-6-methylnicotinamido)6,7-dihydrothiazolo[5,4-c]pyridine-5(4H)-carboxylate COC1=C(C=CC=C1)C1=CC(=NC=C1C(=O)NC=1SC=2CN(CCC2N1)C(=O)OC(C)(C)C)C